4-(2-methoxypyridin-3-yl)-2-(methylsulfonyl)-6-(trifluoromethyl)pyrimidine COC1=NC=CC=C1C1=NC(=NC(=C1)C(F)(F)F)S(=O)(=O)C